BrC(CCC(CCOCOCOCCC(CCC(C)Br)C=CCCCC)C=CCCCC)C (3Z)-6-bromo-3-hexenylheptyloxymethyl ether